B(O)(O)O.C(CCCC)C1=CC=C(C=C1)C1=CC=CC=C1 4-n-amyl-biphenyl-boric acid